Tert-butyl N-[(4-bromo-2-chlorophenyl)methyl]carbamate BrC1=CC(=C(C=C1)CNC(OC(C)(C)C)=O)Cl